7-bromo-4-methoxybenzo[d]oxazol-2(3H)-one BrC1=CC=C(C=2NC(OC21)=O)OC